CN(C(CC1=CC(=C(C=C1)OC(NC)=O)OC)=O)C (4-(2-(Dimethylamino)-2-oxoethyl)-2-methoxyphenyl)(methyl)carbamate